CN(C1=CC=C(C=C1)C=1C=C(C(N(N1)C=1C=NN(C1)C)=O)C(=O)O)C 6-[4-(dimethylamino)phenyl]-2-(1-methyl-1H-pyrazol-4-yl)-3-oxo-2,3-dihydropyridazine-4-carboxylic acid